BrC=1N=C2C(C(C(NC2=CC1)=O)C#N)=O 6-Bromo-2,4-dioxo-1,2,3,4-tetrahydro-1,5-naphthyridine-3-carbonitrile